tert-Butyl-methylether C(C)(C)(C)OC